2-(2-methoxy-5-methylphenyl)acetate COC1=C(C=C(C=C1)C)CC(=O)[O-]